[Ni].[Cr].[Fe] Iron-Chromium-Nickel